C(C)(C)(C)OC(=O)N1CCN(CC1)C(C1=C(C=C(C=C1)NC(=O)C=1N(C(=CN1)C1=C(C(=C(C=C1)C=1C(=NN(C1)CCO)C)F)F)C)Cl)=O 4-[2-Chloro-4-[[5-[2,3-difluoro-4-[1-(2-hydroxyethyl)-3-methyl-pyrazol-4-yl]phenyl]-1-methyl-imidazole-2-carbonyl]amino]benzoyl]piperazine-1-carboxylic acid tert-butyl ester